ClC1=C2CN(C(C2=CC(=C1)CNC1(CCC1)C)=O)C1=CC(=CC=C1)[C@H](C1COC1)C1=NN=CN1C (S)-4-chloro-2-(3-((4-methyl-4H-1,2,4-triazol-3-yl)(oxetan-3-yl)methyl)phenyl)-6-(((1-methylcyclobutyl)amino)methyl)isoindolin-1-one